N12CCC(CC1)(CC2)N 1-azabicyclo[2.2.2]octan-4-amine